CC1=C(C=C(C=C1)C(F)(F)F)B(O)O 2-methyl-5-trifluoromethylphenylboronic acid